N-cyclopropyl-2-(difluoromethoxy)-4-[7-[3-[3-hydroxy-3-(trifluoromethyl)azetidin-1-yl]propoxy]imidazo[1,2-a]pyridin-3-yl]-6-methoxy-benzamide C1(CC1)NC(C1=C(C=C(C=C1OC)C1=CN=C2N1C=CC(=C2)OCCCN2CC(C2)(C(F)(F)F)O)OC(F)F)=O